(3R)-1-[(3-bromo-2-fluorophenyl)methyl]-3-methyl-7-oxo-9-oxa-2,6-diazaspiro[4.5]decane-2-carboxylic acid benzyl ester C(C1=CC=CC=C1)OC(=O)N1C(C2(C[C@H]1C)NC(COC2)=O)CC2=C(C(=CC=C2)Br)F